C1(=CC=CC2=CC=CC(=C12)OCCCCCCCCCCCO)OCCCCCCCCCCCO 11'-(naphthalene-1,8-diylbis(oxy))bis(undecan-1-ol)